CNC(O[C@@H]1CC[C@H](CC1)C(N(C[C@@H]1CC[C@H](CC1)C1=NC(=C(C=C1)OC)C)C1=NC=CC(=C1)C=1C=NN(C1)C1CC1)=O)=O trans-4-((4-(1-Cyclopropyl-1H-pyrazol-4-yl)pyridin-2-yl)((trans-4-(5-methoxy-6-methylpyridin-2-yl)-cyclohexyl)methyl)-carbamoyl)cyclohexyl methylcarbamate